(1S,2S)-1-[4-[4-(dimethoxymethyl)-1-piperidyl]phenyl]-2-(3,3,5,5-tetramethylcyclohexyl)tetralin-6-ol COC(C1CCN(CC1)C1=CC=C(C=C1)[C@@H]1[C@@H](CCC2=CC(=CC=C12)O)C1CC(CC(C1)(C)C)(C)C)OC